Glyceryl triformate C(C(COC=O)OC=O)OC=O